C(C1=CC=CC=C1)OC1=NC(=CC=C1C1=NN(C2=C(C=CC=C12)N1CCC(CC1)CO)C)OCC1=CC=CC=C1 (1-(3-(2,6-bis(benzyloxy)pyridin-3-yl)-1-methyl-1H-indazol-7-yl)piperidin-4-yl)methanol